3-(6-(1-hydroxypropyl)-4-methylpyridin-3-yl)-N,N-dimethyl-1,6-naphthyridine-2-carboxamide OC(CC)C1=CC(=C(C=N1)C=1C(=NC2=CC=NC=C2C1)C(=O)N(C)C)C